C(C1=CC=CC=C1)N1C=2N(C3=C(C1=O)CN(CC3)CC3=CC(=CC(=C3)F)F)CCCN2 6-benzyl-3-(3,5-difluorobenzyl)-1,2,3,4,6,8,9,10-octahydro-5H-pyrido[3,4-e]pyrimido[1,2-a]pyrimidin-5-one